N1=C(C=CC=C1)C1=C(NC=C1C=1C=NC=CC1)C(=O)OCC ethyl 3-(pyridin-2-yl)-4-(pyridin-3-yl)-1H-pyrrole-2-carboxylate